Cl.Cl.N1CCC(CC1)N1CC2(CC2)CCC1 5-(piperidin-4-yl)-5-azaspiro[2.5]Octane dihydrochloride